2-hexyldecyl 9-bromononanoate BrCCCCCCCCC(=O)OCC(CCCCCCCC)CCCCCC